C(C)OC([C@H](CC(=O)C=1SC2=C(C1)C(=C(C(=C2)OC)Br)F)C)=O (2S)-4-(5-bromo-4-fluoro-6-methoxy-benzothien-2-yl)-2-methyl-4-oxobutanoic acid ethyl ester